tert-butyl 4-[[4-[4-(3-hydroxyoxetan-3-yl)-2-(6-methyl-7-oxo-1H-pyrrolo[2,3-c]pyridin-4-yl)phenoxy]phenoxy]methyl]piperidine-1-carboxylate OC1(COC1)C1=CC(=C(OC2=CC=C(OCC3CCN(CC3)C(=O)OC(C)(C)C)C=C2)C=C1)C=1C2=C(C(N(C1)C)=O)NC=C2